NC1=NNC2=CC=C(C=C12)C1=CC(=NC=C1)NC(OCC)=O ethyl (4-(3-amino-1H-indazol-5-yl)pyridine-2-yl)carbamate